[Al].OC1=NC2=CC=CC=C2C=C1.OC1=NC2=CC=CC=C2C=C1.[Sn] tin bis(2-hydroxyquinoline) aluminum